6-Chloro-7-(2-fluorophenyl)-1-(2-isopropyl-4-methylpyridin-3-yl)-4-(7-(oxirane-2-carbonyl)-2,7-diazabicyclo[4.2.0]octan-2-yl)pyrido[2,3-d]pyrimidin-2(1H)-one ClC1=CC2=C(N(C(N=C2N2C3CN(C3CCC2)C(=O)C2OC2)=O)C=2C(=NC=CC2C)C(C)C)N=C1C1=C(C=CC=C1)F